methyl (1s,3s)-3-((5-(isoquinolin-6-yl)thiazol-2-yl)amino)cyclobutane-1-carboxylate C1=NC=CC2=CC(=CC=C12)C1=CN=C(S1)NC1CC(C1)C(=O)OC